N-Bocpiperidine-4-methanol C(=O)(OC(C)(C)C)N1CCC(CC1)CO